N1C=CC=2C1=NC=C(C2)CC2COCCC21CCNCC1 ((1H-Pyrrolo[2,3-b]pyridin-5-yl)methyl)-3-oxa-9-azaspiro[5.5]undecane